(2-((tert-Butoxycarbonyl)amino)-5-fluorobenzo[d]thiazol-4-yl)boronic acid C(C)(C)(C)OC(=O)NC=1SC2=C(N1)C(=C(C=C2)F)B(O)O